C(C)(C)C1=NN(C(C=2N1C1=C(C2)SC=N1)=O)CC(=O)N[C@H]1CNCCC1 (R)-2-(5-isopropyl-8-oxothiazolo[5',4':4,5]Pyrrolo[1,2-d][1,2,4]Triazin-7(8H)-yl)-N-(piperidin-3-yl)acetamide